Tert-butyl 4-(3-(((4-(2-((8-carbamoylbenzo[c][2,6]naphthyridin-5-yl)oxy)ethoxy)butyl)amino)methyl)-5-(trifluoromethoxy)benzyl)-1H-pyrazole-1-carboxylate C(N)(=O)C=1C=CC2=C(N=C(C3=CC=NC=C23)OCCOCCCCNCC=2C=C(CC=3C=NN(C3)C(=O)OC(C)(C)C)C=C(C2)OC(F)(F)F)C1